tert-butyl (R)-(1-(4-(4-oxo-3,4-dihydrophthalazin-1-yl)phenyl) ethyl)carbamate O=C1NN=C(C2=CC=CC=C12)C1=CC=C(C=C1)[C@@H](C)NC(OC(C)(C)C)=O